C1=NC=C(C2=CC=CC=C12)N1C(N(C[C@H]1C#N)C1CN(C1)S(=O)(=O)C)=O (S)-3-(isoquinolin-4-yl)-1-(1-(methylsulfonyl)azetidin-3-yl)-2-oxoimidazolidine-4-carbonitrile